COC=1C=C(OC2CC(C2)NC(OC(C)(C)C)=O)C=CC1C tert-butyl ((1r,3r)-3-(3-methoxy-4-methylphenoxy)cyclobutyl)carbamate